FC(C1=CC=C(C=C1)C1(C=C2C(N1C1=CC=C(C=C1)CCCCCCCCCC)=CC(N2C2=CC=C(C=C2)CCCCCCCCCC)(C2=CC=CC=C2)C2=CC=C(C=C2)C(F)(F)F)C2=CC=CC=C2)(F)F 2,5-bis(4-trifluoromethylphenyl)-2,5-bis(phenyl)-1,4-bis(4-n-decylphenyl)-1,4-dihydropyrrolo[3,2-b]pyrrole